ClCC1=C(CN=C=O)C=CC=C1 2-(monochloromethyl)benzyl isocyanate